O1C(=CC=C1)C1=C(CO)C=CC=C1 2-(Furan-2-yl)benzyl alcohol